1,1'-(2-fluoro-1,3-phenylene)dinaphthalene FC1=C(C=CC=C1C1=CC=CC2=CC=CC=C12)C1=CC=CC2=CC=CC=C12